C(#N)C=1C=C(C(=NC1)C(=O)NC=1C=C2C(=NNC2=CC1)I)C 5-cyano-N-(3-iodo-1H-indazol-5-yl)-3-methylpyridine-2-carboxamide